NS1(C=CC=C1)=O 1-aminothiofuran-1-oxide